C(C)OC1=C(C(=O)NN)C=C(C(=C1)C(=O)NN)OCC 2,5-diethoxyterephthalhydrazide